N(N)C=1SC(=CN1)C(=O)OCC ethyl 2-hydrazinothiazole-5-carboxylate